C(N)(=O)[C@H]1N(C[C@H](C1)F)C(=O)OC(C)(C)C tert-butyl (2S,4S)-2-carbamoyl-4-fluoropyrrolidine-1-carboxylate